OC12CC3(CC(CC(C1)C3)C2)N=C=O 3-hydroxy-1-adamantyl isocyanate